FC1=CC(=C(C=C1)C1=C(N=C(C=2N1N=CC2)C=2C=C1CCN(CC1=CC2)C(=O)OC(C)(C)C)C=2C=NN(C2)C2CN(C2)C(C=C)=O)OC tert-butyl 6-[7-(4-fluoro-2-methoxy-phenyl)-6-[1-(1-prop-2-enoylazetidin-3-yl)pyrazol-4-yl]pyrazolo[1,5-a]pyrazin-4-yl]-3,4-dihydro-1H-isoquinoline-2-carboxylate